N-(4-((2-(1,1-difluoroethyl)-6-methylpyrimidin-4-yl)amino)-5-(((1r,4s)-1-(fluoromethyl)-2-oxabicyclo[2.1.1]hexan-4-yl)methoxy)pyridin-2-yl)acetamide FC(C)(F)C1=NC(=CC(=N1)NC1=CC(=NC=C1OCC12COC(C1)(C2)CF)NC(C)=O)C